FC1=C(C=CC(=C1)F)[C@@]([C@H](C1=NC=NC=C1F)C)(O)CN1N=CN=C1 (αR,βS)-α-(2,4-difluorophenyl)-5-fluoro-β-methyl-α-(1H-1,2,4-triazol-1-ylmethyl)-4-pyrimidineethanol